(3R,4R)-N-[7-(5-tert-butylpyridin-2-yl)-5-chloroimidazo[4,3-f][1,2,4]triazin-2-yl]-3-fluoro-1-methanesulfonylpiperidin-4-amine C(C)(C)(C)C=1C=CC(=NC1)C1=NC(=C2C=NC(=NN21)N[C@H]2[C@@H](CN(CC2)S(=O)(=O)C)F)Cl